tert-butyl 6-[8-[tert-butoxycarbonyl (2-cyanoallyl)amino]-7-carbamoyl-2-naphthyl]pyridine-2-carboxylate C(C)(C)(C)OC(=O)N(C=1C(=CC=C2C=CC(=CC12)C1=CC=CC(=N1)C(=O)OC(C)(C)C)C(N)=O)CC(=C)C#N